Cl.FC1(CCC(CC1)NCC[C@H]1C[C@@H](CCC1)OC1=C(C=CC(=C1)C)S(=O)(=O)N1[C@@H](CCC1)C(=O)OC)F |o1:11,13| Methyl ((2-(((1R*,3S*)-3-(2-((4,4-difluorocyclohexyl)amino)ethyl)cyclohexyl)oxy)-4-methylphenyl)sulfonyl)-L-prolinate hydrochloride